6-[4-bromo-3-(methoxymethoxy)phenyl]-3-methylpyrimidin-4-one BrC1=C(C=C(C=C1)C1=CC(N(C=N1)C)=O)OCOC